C(#N)C=1C=C(C=CC1)N(C(=O)C=1C=CC=2N(C1)C(=CN2)C=2C=CC(=NC2)NC(OC)=O)C methyl N-[5-[6-[(3-cyanophenyl)-methyl-carbamoyl]imidazo[1,2-a]pyridin-3-yl]-2-pyridyl]carbamate